(E)-N'-cyano-3-((cyclopropylmethyl)(methyl)amino)-N-((1,2,3,5,6,7-hexahydro-s-indacen-4-yl)carbamoyl)prop-1-ene-1-sulfonimidamide C(#N)N=S(=O)(NC(NC1=C2CCCC2=CC=2CCCC12)=O)\C=C\CN(C)CC1CC1